2-Chloro-N-{2-[4-(difluoromethyl)-1,3-thiazol-5-yl]-2-{4-[(6-fluoro-2-methylpyrimidin-4-yl)oxy]piperidin-1-yl}ethyl}-6-fluorobenzamid ClC1=C(C(=O)NCC(N2CCC(CC2)OC2=NC(=NC(=C2)F)C)C2=C(N=CS2)C(F)F)C(=CC=C1)F